OC1(C2=NN=C(C=3C(=CC(=C(N4CCC[C@H]4CC=CC4=CC=CC1=N4)N3)C(F)(F)F)NC(OC(C)(C)C)=O)O2)C(F)(F)F tert-Butyl N-[(15S)-6-hydroxy-6,21-bis(trifluoromethyl)-26-oxa-3,4,19,24,25-pentaazapentacyclo[18.3.1.12,5.17,11.015,19]hexacosa-1(24),2,4,7(25),8,10,12,20,22-nonaen-23-yl]carbamate